NC[C@H](O)C1=CC(=CC=C1)F (R)-2-amino-1-(3-fluorophenyl)ethan-1-ol